O1COC2=C1C=CC(=C2)C=2N1C(C=3C=CC=CC3C2)=C2C=CC=CC2=N1 6-(Benzo[d][1,3]dioxol-5-yl)indazolo[3,2-a]isoquinoline